[Na+].FC1=CC2=C(N=C(O2)N2CC3=CC=C(C(=C3C[C@H]2C(=O)[O-])OCC2=NC=C(C=C2)OC)OC)C=C1 (S)-2-(6-fluorobenzo[d]oxazol-2-yl)-6-methoxy-5-((5-methoxypyridin-2-yl)methoxy)-1,2,3,4-tetrahydroisoquinoline-3-carboxylate sodium